ethyl 2-(2-aminothiazole-5-yl)-4,4,4-trifluorobutyrate NC=1SC(=CN1)C(C(=O)OCC)CC(F)(F)F